N-Methyl-N-(N,N-Dimethylaminopropyl)aminoethanol CN(CCCN(C)C)C(C)O